CN1N=C(N=C1C1=CC=C(CN2C3=NC(=NC=C3N(C2=O)C)C2=C(C=CC=C2)C(C)C)C=C1)C 9-(4-(1,3-dimethyl-1H-1,2,4-triazol-5-yl)benzyl)-2-(2-isopropylphenyl)-7-methyl-7,9-dihydro-8H-purin-8-one